2,5-bis(2',5'-dimethyl-4-triphenylsilyl-phenyl)-(1,3,4)oxadiazole CC1=C(C=C(C(=C1)[Si](C1=CC=CC=C1)(C1=CC=CC=C1)C1=CC=CC=C1)C)C=1OC(=NN1)C1=C(C=C(C(=C1)C)[Si](C1=CC=CC=C1)(C1=CC=CC=C1)C1=CC=CC=C1)C